N1(CCCCCC1)S(=O)(=O)C1=CC=C(C=C1)NC(CN1N=CC(=C(C1=O)Cl)Cl)=O N-(4-(azepan-1-ylsulfonyl)phenyl)-2-(4,5-dichloro-6-oxopyridazin-1(6H)-yl)acetamide